C(C=1C(O)=CC=CC1)=C1N=C(N=N1)N salicylidene-3-amino-1,2,4-triazole